Cl.Cl.C1C2=CN=C3C=CC14C(=C23)C2=C(C=CC=C2C=C4)O 1,5a-methylenenaphtho[1,2-e]indol-11-ol dihydrochloride